2-methyl-1-(4-methylbenzoyl)propane CC(CC(C1=CC=C(C=C1)C)=O)C